C(#N)N1C2CCC(C1)[C@H]2NC(C2=CC=C(C=C2)C=2C=NC=CC2NC2=CC=C(C=C2)F)=O N-((7R)-2-Cyano-2-azabicyclo[2.2.1]heptan-7-yl)-4-(4-((4-fluorophenyl)amino)pyridin-3-yl)benzamid